ClC1=NC(=CN=C1)C1=CC=NC=C1 2-chloro-6-(4-pyridinyl)pyrazine